C/C(/C(=O)OC)=C\NC1=C(C=CC=C1)C methyl (E)-2-methyl-3-(2-methylanilino)prop-2-enoate